(R)-2-((1-(2-(4-fluoroisoindolin-2-yl)-3,7-dimethyl-4-oxo-4H-pyrido[1,2-a]pyrimidin-9-yl)ethyl)amino)benzoic acid FC1=C2CN(CC2=CC=C1)C=1N=C2N(C(C1C)=O)C=C(C=C2[C@@H](C)NC2=C(C(=O)O)C=CC=C2)C